N[C@@H](C)C1=CC=C(C=C1)C1=CC=C(C=C1)C#N (S)-4'-(1-aminoethyl)-[1,1'-biphenyl]-4-carbonitrile